monopropylene glycol monotridecyl ether C(CCCCCCCCCCCC)OC(C)CO